2-(4-methoxyphenyl)propan-2-amine COC1=CC=C(C=C1)C(C)(C)N